C(C)(C)(C)OC(=O)N1C2CC(CC1CC2)OC2=CC(=C1C(=N2)C(=CS1)C(NC)=O)C(F)(F)F (+/-)-exo-3-((3-(methylcarbamoyl)-7-(trifluoromethyl)thieno[3,2-b]pyridin-5-yl)oxy)-8-azabicyclo[3.2.1]octane-8-carboxylic acid tert-butyl ester